N-(3-hydroxy-3-methylbutyl)-4-(isopropylamino)-6-(6-oxo-1,6-dihydropyridin-3-yl)quinoline-3-carboxamide OC(CCNC(=O)C=1C=NC2=CC=C(C=C2C1NC(C)C)C1=CNC(C=C1)=O)(C)C